IC=1C=CC=2N(C1)C=C(N2)N 6-iodoimidazo[1,2-a]pyridin-2-amine